n-hexyl-boric acid C(CCCCC)OB(O)O